Dihydroxyestra-1,4-dien-3-one OC([C@@]12CCC[C@H]1[C@@H]1CCC3=CC(C=C[C@@H]3[C@H]1CC2)=O)O